COC1=C(C=C2C(=NC(=NC2=C1)C)N[C@H](C)C1=CC(=CC(=C1)C(F)(F)F)[N+](=O)[O-])C1CCC(CC1)C(=O)N1CCC(CC1)CCCC1CCN(CC1)C(=O)[O-] 4-(3-(1-((1R,4R)-4-(7-Methoxy-2-methyl-4-(((R)-1-(3-nitro-5-(trifluoromethyl)benzeneyl)ethyl)amino)quinazolin-6-yl)cyclohexane-1-carbonyl)piperidin-4-yl)propyl)piperidine-1-carboxylate